C1(CC1)CC(=O)N1CC(C1)=CC#N (1-(2-cyclopropylacetyl)azetidin-3-ylidene)acetonitrile